COC(=O)C1=CC2=C(S1)C=C(C=C2)SCC2=CC=CC=C2 6-(benzylthio)benzo[b]thiophene-2-carboxylic acid methyl ester